C(#C)C1=C2C(=CC(=CC2=CC=C1F)O)C1=C(C=2N=C(N=C(C2C(=N1)C)N1CCOCCC1)OC[C@]12[C@H](N(CCC1)C)CCC2)F 5-ethynyl-6-fluoro-4-(8-fluoro-5-methyl-2-(((4aS,7aR)-1-methyloctahydro-4aH-cyclopenta[b]pyridin-4a-yl)methoxy)-4-(1,4-oxazepan-4-yl)pyrido[4,3-d]pyrimidin-7-yl)naphthalen-2-ol